[Si](C)(C)(C(C)(C)C)OCCOC1=NC(=CC=C1)Cl 2-(2-((tert-butyldimethylsilyl)oxy)ethoxy)-6-chloropyridine